(S)-2',3'-difluorospiro[cyclohexane-1,1'-indene]-3-one FC=1[C@]2(C3=CC=CC=C3C1F)CC(CCC2)=O